C1(CC1)N1C(C2=C(C=C1)NC(=C2C2=CC=C(C=C2)F)C2=CC(=NC=C2)NC([C@H](CC(F)F)C2=CC=C(C=C2)F)=O)=O (2R)-N-{4-[5-Cyclopropyl-3-(4-fluorophenyl)-4-oxo-4,5-dihydro-1H-pyrrolo[3,2-c]pyridin-2-yl]pyridin-2-yl}-4,4-difluoro-2-(4-fluorophenyl)butanamid